N[C@@H]1C2=CC=CC=C2CC12CCN(CC2)C=2NC(C1=C(N2)NN=C1C1(CC1)C=1C=NN(C1)CC1=CC=CC=C1)=O (S)-6-(1-amino-1,3-dihydrospiro[indene-2,4'-piperidin]-1'-yl)-3-(1-(1-benzyl-1H-pyrazol-4-yl)cyclopropyl)-1,5-dihydro-4H-pyrazolo[3,4-d]pyrimidin-4-one